N-methyl-N-((S)-1-(((R)-1-methylazepin-2-yl)sulfonyl)pyrrolidine-3-carbonyl)-L-valine methyl ester COC([C@@H](N(C(=O)[C@@H]1CN(CC1)S(=O)(=O)C=1N(C=CC=CC1)C)C)C(C)C)=O